ClP1(OCCC(O1)C1=CC(=CC=C1)Cl)=S 2-chloro-4-(3-chlorophenyl)-1,3,2-dioxaphosphorinane 2-sulfide